8'-chloro-1'H,4'H-spiro[cyclopropane-1,3'-[1,4]oxazino[4,3-b]indazole]-7'-amine ClC=1C=CC2=C3N(N=C2C1N)CC1(OC3)CC1